ON1[C@@H]2CC[C@H](N(C1=O)C2)C(NC(=O)C=2N=C(SC2)C(F)(F)F)=N N-(((2S,5R)-6-hydroxy-7-oxo-1,6-diazabicyclo[3.2.1]oct-2-yl)(imino)methyl)-2-(trifluoromethyl)thiazole-4-carboxamide